C(C1=CC=CC=C1)OC1=C2C(=CNC2=CC=C1)C1CN(CCC1)CC1=CC=CC=C1 4-(benzyloxy)-3-(1-benzyl-piperidin-3-yl)-1H-indole